C1(CC1)CN1C(C(=CC(=C1)CNCC(C)(C)C)C(=O)NC1=CC(=CC=C1)C1(CC(C1)C)C1=NN=CN1C)=O 1-(Cyclopropylmethyl)-N-(3-(3-methyl-1-(4-methyl-4H-1,2,4-triazol-3-yl)cyclobutyl)phenyl)-5-((neopentylamino)methyl)-2-oxo-1,2-dihydropyridine-3-carboxamide